(3-guanidino-1-(4-nitrophenyl)-3-oxopropyl)oxamide N(C(=N)N)C(CC(C1=CC=C(C=C1)[N+](=O)[O-])NC(=O)C(=O)N)=O